C(CCCCCCCC=CCC=CC)CC(=O)[O-] tetradecane-9,12-dien-1-ylacetate